COC1=CC=2C(C3=CC(=CC=C3SC2C=C1)OC)=O 2,7-dimethoxy-9H-thioxanthene-9-one